FC(C(F)(F)F)(F)OCC(F)(F)F 2,2,2-trifluoroethyl 1,1,2,2,2-pentaFluoroethyl ether